N1=CC(=CC=C1CN(C(=O)C1=CC2=NC(=C3C(=C2N1)COC3)N)CC3=C(C=CC=C3F)F)C3=CC=NC=C3 N-([3,4'-bipyridin]-6-ylmethyl)-5-amino-N-(2,6-difluorobenzyl)-6,8-dihydro-1H-furo[3,4-d]pyrrolo[3,2-b]pyridine-2-carboxamide